((benzyl-(oxiran-2-ylmethyl)amino)methyl)cyclopropane-1-ol C(C1=CC=CC=C1)N(CC1OC1)CC1(CC1)O